C1(CC1)C1=NC=NC(=C1C=1N=CC2=C(N1)C(=CN2COCC[Si](C)(C)C)C(=C)C2=CC=C(C=C2)C=2N(C=C(N2)C(F)(F)F)C)OC 2-(4-cyclopropyl-6-methoxypyrimidin-5-yl)-7-(1-(4-(1-methyl-4-(trifluoromethyl)-1H-imidazol-2-yl)phenyl)vinyl)-5-((2-(trimethylsilyl)ethoxy)methyl)-5H-pyrrolo[3,2-d]pyrimidine